Cl.FC(C(=O)OCC)(C1=C(C(=CC=C1)[C@@H](C)NC=1C2=C(N=C(N1)C)C=NC(=C2)P2(CCNCC2)=O)F)F ethyl difluoro{2-fluoro-3-[(1R)-1-{[2-methyl-6-(4-oxo-1,4lambda5-azaphosphinan-4-yl)pyrido[3,4-d]pyrimidin-4-yl]amino}ethyl]phenyl}acetate hydrogen chloride